N-(5-(4-(4-propenoylpiperazin-1-yl)quinazolin-6-yl)-2-methoxypyridin-3-yl)-2,4-difluorobenzamide C(C=C)(=O)N1CCN(CC1)C1=NC=NC2=CC=C(C=C12)C=1C=C(C(=NC1)OC)NC(C1=C(C=C(C=C1)F)F)=O